C(\C=C\C1=CC(OC)=C(O)C(OC)=C1)(=O)O[C@H]1[C@H](O)[C@@H](O)[C@H](O)[C@H](O1)CO 1-O-sinapoyl-beta-glucose